CC=1N=C(SC1C(=O)N1CCOCC1)C1=C(C(=C(C(=C1)F)F)O)F (4-Methyl-2-(2,4,5-trifluoro-3-hydroxyphenyl)thiazol-5-yl)(morpholinyl)methanone